COC([C@H](CCC#N)NC(=O)OCC1=CC=CC=C1)=O (2S)-2-(benzyloxycarbonylamino)-4-cyanobutyric acid methyl ester